FC=1C=C(C=CC1F)C=1C=C(C=NC1)OC=1C=CC(=C(N)C1)OC1CCN(CC1)S(=O)(=O)C 5-((5-(3,4-difluorophenyl)pyridin-3-yl)oxy)-2-((1-(methyl-sulfonyl)piperidin-4-yl)oxy)aniline